2-(1-methyl-1H-pyrazol-4-yl)-N-(2-methyl-5-(2-(octahydro-1H-indol-1-yl)acetamido)pyridin-3-yl)-1H-pyrrolo[2,3-b]pyridine-5-carboxamide CN1N=CC(=C1)C1=CC=2C(=NC=C(C2)C(=O)NC=2C(=NC=C(C2)NC(CN2CCC3CCCCC23)=O)C)N1